C1(CCCCC1)NC(=O)C=1C(=C(C(=CC1CCCCC)O)C1CCCC(=C1)C)O N-cyclohexyl-2,6-dihydroxy-5'-methyl-4-pentyl-1',2',3',4'-tetrahydro-[1,1'-biphenyl]-3-carboxamide